Cl.CC1(C2C(N(C(C12)=O)CC1=CC2=NC=CC(=C2S1)C1=C(C(=CC(=N1)C#N)C)C(=O)N1CCOCC1)=O)C 6-(2-((6,6-dimethyl-2,4-dioxo-3-azabicyclo[3.1.0]hexan-3-yl)methyl)thieno[3,2-b]pyridin-7-yl)-4-methyl-5-(morpholine-4-carbonyl)picolinonitrile hydrochloride